FC(C=1C=C(C=CC1)NS(=O)(=O)C)(F)F N-(3-(trifluoromethyl)phenyl)methanesulfonamide